COC(C1=CC(=C(C(=C1)I)N)Br)=O.C(=CCCCCC)[Si](OCC)(OCC)OCC heptenyl-triethoxysilane methyl-4-amino-3-bromo-5-iodo-benzoate